C(C(C)C)C1=CC(=NN1C1CCN(CC1)CC(F)(F)F)NC1=C(C(=O)O)C=C(C=N1)C=1SC=CC1 2-((5-isobutyl-1-(1-(2,2,2-trifluoroethyl)piperidin-4-yl)-1H-pyrazol-3-yl)amino)-5-(thiophen-2-yl)nicotinic acid